The molecule is a fourth-generation siderophore cephalosporin antibiotic having {1-[2-(2-chloro-3,4-dihydroxybenzamido)ethyl]pyrrolidinium-1-yl}methyl and [(2Z)-2-(2-amino-1,3-thiazol-4-yl)-2-{[(2-carboxypropan-2-yl)oxy]imino}acetyl]amino side groups located at positions 3 and 7 respectively, developed to combat a variety of bacterial pathogens, including beta-lactam- and carbapenem-resistant organisms. It has a role as an antibacterial drug and a siderophore. It is a cephalosporin and a carboxylic acid. CC(C)(C(=O)O)O/N=C(/C1=CSC(=N1)N)\\C(=O)N[C@H]2[C@@H]3N(C2=O)C(=C(CS3)C[N+]4(CCCC4)CCNC(=O)C5=C(C(=C(C=C5)O)O)Cl)C(=O)O